(1R,2R)-2-(pyridin-2-yldisulfaneyl)cyclopentyl (4-((((4-nitrophenoxy)carbonyl)oxy)methyl)phenyl)carbamate [N+](=O)([O-])C1=CC=C(OC(=O)OCC2=CC=C(C=C2)NC(O[C@H]2[C@@H](CCC2)SSC2=NC=CC=C2)=O)C=C1